BrC(=CCCCC(=O)OC)C[C@@H]1[C@H]([C@@H](CC1=O)O[Si](C)(C)C(C)(C)C)\C=C\[C@H]([C@H](CC#CC)C)O[Si](C)(C)C(C)(C)C methyl 6-bromo-7-((1R,2R,3R)-3-((tert-butyldimethylsilyl)oxy)-2-((3S,4S,E)-3-((tert-butyldimethylsilyl)oxy)-4-methyloct-1-en-6-yn-1-yl)-5-oxocyclopentyl)hept-5-enoate